(E)-6-(4-hydroxy-3-methoxyphenyl)hex-5-ene-2,4-dione OC1=C(C=C(C=C1)/C=C/C(CC(C)=O)=O)OC